OC1=CC=C(C=C1)C(C#N)=CC1=CC=CC=C1 2-(4-hydroxyphenyl)-3-phenyl-acrylonitrile